5-ethyl-4-methyl-N-(4-(2-(methylamino)ethyl)phenyl)-1H-pyrazole-3-carboxamide C(C)C1=C(C(=NN1)C(=O)NC1=CC=C(C=C1)CCNC)C